(R)-ethyl (1-(5-((2-oxopropoxy)methyl)-2H-tetrazol-2-yl)ethyl) carbonate C(OCC)(O[C@H](C)N1N=C(N=N1)COCC(C)=O)=O